NC1=NC=C(C=C1)C1=CC=C(C=C1)CC1N(C(CC1)=O)CC=1N=CSC1 2-amino-5-(4-((5-oxo-1-(thiazol-4-ylmethyl)pyrrolidin-2-yl)methyl)phenyl)pyridine